ClC1=C(C=CC=C1F)N(C(=O)C1=NC2=C(N1)C=CC(=C2)C2(COC2)C)CC(CO)(F)F N-(2-chloro-3-fluorophenyl)-N-(2,2-difluoro-3-hydroxypropyl)-5-(3-methyloxetan-3-yl)-1H-benzo[d]imidazole-2-carboxamide